3-fluoro-N-(4-hydroxy-3-(methylsulfonyl)phenyl)-4-(4-(trifluoromethoxy)phenylethoxy)benzamide FC=1C=C(C(=O)NC2=CC(=C(C=C2)O)S(=O)(=O)C)C=CC1OCCC1=CC=C(C=C1)OC(F)(F)F